E-2-octenal C(\C=C\CCCCC)=O